6,6,6-trifluoro-4-(1-methyl-1H-imidazol-2-yl)-1-phenylhexan-1-one FC(CC(CCC(=O)C1=CC=CC=C1)C=1N(C=CN1)C)(F)F